NC1(CCCC1)C(=O)NC1=CC=C(C=C1)F 1-amino-N-(4-fluorophenyl)cyclopentane-1-formamide